C(C)(CC)NC(C=C)=O N-sec-butylacrylamide